2-[4-(4-chlorophenyloxy)-2-(trifluoromethyl)phenyl]-1-(1H-1,2,4-triazol-1-yl)propan-2-ol ClC1=CC=C(C=C1)OC1=CC(=C(C=C1)C(CN1N=CN=C1)(C)O)C(F)(F)F